N-(6-chloro-2,3-difluoro-4-((3-(2-(((3S,5S)-5-fluoropiperidin-3-yl)amino)pyrimidin-4-yl)pyridin-2-yl)oxy)phenyl)-1-(2-fluorophenyl)methanesulfonamide ClC1=CC(=C(C(=C1NS(=O)(=O)CC1=C(C=CC=C1)F)F)F)OC1=NC=CC=C1C1=NC(=NC=C1)N[C@@H]1CNC[C@H](C1)F